Cl.C1(=CC=CC=C1)S(=O)(=O)N1CCC(CC1)CN([C@@H]1CC2=C(N=C(S2)N)CC1)CCC (S)-N6-((1-(phenylsulfonyl)piperidin-4-yl)methyl)-N6-propyl-4,5,6,7-tetrahydrobenzo[d]thiazole-2,6-diamine hydrochloride